2-[(7-Anilino-5H-[1,2,4]triazolo[3,4-b][1,3,4]thiadiazin-3-yl)methyl]phthalazin-1(2H)-one N(C1=CC=CC=C1)C1=CNN2C(S1)=NN=C2CN2C(C1=CC=CC=C1C=N2)=O